N-(((2S,5R)-6-(benzyloxy)-7-oxo-1,6-diazabicyclo[3.2.1]octan-2-yl)(imino)methyl)-2-(tetrahydro-2H-pyran-4-yl)acetamide C(C1=CC=CC=C1)ON1[C@@H]2CC[C@H](N(C1=O)C2)C(NC(CC2CCOCC2)=O)=N